(1R,5S)-3-(7-(8-fluoro-3-(methoxymethyloxy)naphthalen-1-yl)-2-(methylthio)-5,6,7,8-tetrahydroquinazolin-4-yl)-3,8-diazabicyclo[3.2.1]octane-8-carboxylic acid tert-butyl ester C(C)(C)(C)OC(=O)N1[C@H]2CN(C[C@@H]1CC2)C2=NC(=NC=1CC(CCC21)C2=CC(=CC1=CC=CC(=C21)F)OCOC)SC